1,5-dichloropentan-3-ol ClCCC(CCCl)O